2-(1-phenyl-1H-pyrazol-4-yl)-N-{[(3R)-pyrrolidin-3-yl]methyl}-1,3-thiazole-4-carboxamide C1(=CC=CC=C1)N1N=CC(=C1)C=1SC=C(N1)C(=O)NC[C@H]1CNCC1